ClC1=C(C(=O)N2CCN(CC2)C(=O)[C@H]2N(CCOC2)C(=O)OC(C)(C)C)C=CC(=C1)NC(=O)C=1N(C(=CN1)C=1C(=NN(C1)C1=NC=C(C=C1)[N+](=O)[O-])C(F)(F)F)C tert-butyl (3S)-3-[4-[2-chloro-4-[[1-methyl-5-[1-(5-nitro-2-pyridyl)-3-(trifluoromethyl)pyrazol-4-yl]imidazole-2-carbonyl]amino]benzoyl]piperazine-1-carbonyl]morpholine-4-carboxylate